3-((2H-benzo[d][1,2,3]triazol-5-yl)amino)-4-((pyridin-2-ylmethyl)amino)cyclobut-3-ene-1,2-dione N=1NN=C2C1C=CC(=C2)NC=2C(C(C2NCC2=NC=CC=C2)=O)=O